(R)-N-((1R,3R)-1-(5-bromopyrimidin-2-yl)-3-cyano-3-methylcyclobutyl)-2-methylpropan-2-sulfinamide BrC=1C=NC(=NC1)C1(CC(C1)(C)C#N)N[S@](=O)C(C)(C)C